8-methyl-4-(6-azaspiro[2.5]oct-6-yl)chromen CC=1C=CC=C2C(=CCOC12)N1CCC2(CC2)CC1